N=1NC(N2C1C=NC=C2)=O [1,2,4]triazolo[4,3-a]pyrazin-3(2H)-one